C(C)(=O)C1=C(C(=NN1CC(C)=O)Br)Br 1-(5-acetyl-3,4-dibromo-pyrazol-1-yl)propan-2-one